2-(1-((4-(methylsulfanyl)cyclohexyl)methyl)-1H-pyrazol-4-yl)quinoxaline CSC1CCC(CC1)CN1N=CC(=C1)C1=NC2=CC=CC=C2N=C1